3-O-Ethylascorbic acid C(C)OC1=C(C(=O)O[C@@H]1[C@@H](O)CO)O